7,10-dimethyldodec-10-ene-2,5-dione CC(CC(CCC(C)=O)=O)CCC(=CC)C